3-(4'-chloro-5'-oxo-5'H-spiro[cyclohexane-1,7'-indolo[1,2-a]quinazolin]-9'-yl)cyclopentane-1-carbaldehyde ClC=1C=2C(N=C3N(C2C=CC1)C1=CC=C(C=C1C31CCCCC1)C1CC(CC1)C=O)=O